CN(CCC1=CN(C2=CC=C(C=C12)OC)C(=O)OCC(C(=O)OC(C)(C)C)CC(=O)[O-])C tert-Butyl (((3-(2-(dimethyl-amino)ethyl)-5-methoxy-1H-indole-1-carbonyl)oxy)-methyl)succinate